bis(naphthalen-1-yl)-9H,9'H-3,3'-bicarbazole C1(=CC=CC2=CC=CC=C12)N1C2=CC=CC=C2C=2C=C(C=CC12)C=1C=CC=2N(C3=CC=CC=C3C2C1)C1=CC=CC2=CC=CC=C12